C(C)(C)C1=C(C=CC=C1)C1=NC=2N(C(C(N(C2C=N1)C)=O)=O)CC1=CC=C(C=C1)C=1N(C=C(N1)C(F)(F)F)C 2-(2-isopropylphenyl)-5-methyl-8-(4-(1-methyl-4-(trifluoromethyl)-1H-imidazol-2-yl)benzyl)-5,8-dihydropteridine-6,7-dione